3-(2,6-dichlorophenyl)-5-isopropyl-isoxazole ClC1=C(C(=CC=C1)Cl)C1=NOC(=C1)C(C)C